The molecule is a hydroxycoumarin that is 4-hydroxycoumarin substituted by a methoxy group ar position 7 and a 1,2,6-trimethyl-7-(4-methyl-2-furyl)-hepta-2(E),5(E)-dienyl moiety at position 3. Isolated from the roots of Ferula fukanensis, it inhibits production of nitric oxide (NO). It has a role as a metabolite and an EC 1.14.13.39 (nitric oxide synthase) inhibitor. It is a sesquiterpenoid, a hydroxycoumarin, an aromatic ether and a member of furans. CC1=COC(=C1)C/C(=C/C/C=C(\\C)/C(C)C2=C(C3=C(C=C(C=C3)OC)OC2=O)O)/C